(4aR,7S)-11-(2-amino-5,7-difluorobenzo[d]thiazol-4-yl)-12-chloro-7-((dimethylamino)methyl)-10-Fluoro-2,3,4,4a,6,7-hexahydro-8-oxa-3,5a,9,13c-tetraazanaphtho[3,2,1-de]anthracene NC=1SC2=C(N1)C(=C(C=C2F)F)C=2C(=CC1=C3C=4N(C[C@@H](OC4N=C1C2F)CN(C)C)C[C@H]2CNCCN23)Cl